N-[1-(3-hydroxybenzoyl)pyrrolidin-3-yl]imidazo[1,2-b]pyridazine-3-carboxamide OC=1C=C(C(=O)N2CC(CC2)NC(=O)C2=CN=C3N2N=CC=C3)C=CC1